CC1=C(C(CCC1)(C)C)C=CC(=O)O 3-(2,6,6-trimethylcyclohex-1-en-1-yl)acrylic acid